CS(=O)(=O)OCC1=NN(C(=C1)C)C1=CC(=CC=C1)Br (1-(3-Bromophenyl)-5-methyl-1H-pyrazol-3-yl)methyl methanesulfonate